chloro-N-(4-methoxybenzyl)-4-(1-methyl-3-phenyl-1H-pyrazol-4-yl)pyrido[3,2-d]pyrimidin-6-amine ClC=1N=C(C2=C(N1)C=CC(=N2)NCC2=CC=C(C=C2)OC)C=2C(=NN(C2)C)C2=CC=CC=C2